NC(C#N)CC(C)(C)C 2-amino-4,4-dimethylvaleronitrile